2-allyl-6-(2,1,3-benzothiadiazol-5-ylamino)-1-[6-(1-methyl-4-piperidyloxy)-2-pyridyl]-1,2-dihydro-3H-1,2,5,7-tetraazainden-3-one C(C=C)N1N(C2=NC(=NC=C2C1=O)NC1=CC=2C(=NSN2)C=C1)C1=NC(=CC=C1)OC1CCN(CC1)C